FC=1C=C2C(=CNC(C2=CC1F)=O)[C@@H](C)N(C(=O)C1=CC2=C(N1)CCC2)C |r| Racemic-N-(1-(6,7-difluoro-1-oxo-1,2-dihydroisoquinolin-4-yl)ethyl)-N-methyl-1,4,5,6-tetrahydrocyclopenta[b]pyrrole-2-carboxamide